tert-butyl N-[(Z)-3-[4-[(3,4-difluorophenyl)carbamoyl]-9-fluoro-6H-benzo[c][1,6]naphthyridin-5-yl]-1-methyl-allyl]carbamate FC=1C=C(C=CC1F)NC(=O)C=1C=NC=C2C3=C(CN(C12)\C=C/C(C)NC(OC(C)(C)C)=O)C=CC(=C3)F